2-(4-(2-(diphenylamino)-2-oxoethyl)phenoxy)-2-methylpropanoic acid C1(=CC=CC=C1)N(C(CC1=CC=C(OC(C(=O)O)(C)C)C=C1)=O)C1=CC=CC=C1